N-ethyl-6-methoxy-3,4-dihydroquinoxaline-1(2H)-carboxamide C(C)NC(=O)N1CCNC2=CC(=CC=C12)OC